1-((4,4-bis(((Z)-oct-5-en-1-yl)oxy)butanoyl)oxy)-9-(((9Z,12Z)-octadeca-9,12-dienoyl)oxy)nonan-5-yl 1H-imidazole-1-carboxylate N1(C=NC=C1)C(=O)OC(CCCCOC(CCC(OCCCC\C=C/CC)OCCCC\C=C/CC)=O)CCCCOC(CCCCCCC\C=C/C\C=C/CCCCC)=O